N1(CCCC1)C(=O)C=1SC=C(N1)C(=O)N 2-(pyrrolidine-1-carbonyl)thiazole-4-carboxamide